ClC1=CC=C(CN2C[C@@](CC2)([C@H]2OCC2(F)F)CCC=2C=CC(=NC2)C#N)C=C1 |o1:11| 5-(2-((R)-1-(4-chlorobenzyl)-3-((R or S)-3,3-difluorooxetan-2-yl)pyrrolidin-3-yl)ethyl)picolinonitrile